COC(C[C@H]1[C@H](C(CC1)=O)CCCCCC)=O cis-methyl-3-oxo-2-hexylcyclopentanacetat